1,3-dichloro-9,9-dimethylacrid-2-one ClC=1C(C(=CC2=NC3=CC=CC=C3C(C12)(C)C)Cl)=O